BrC1=CC=C2C(=CN=CC2=C1)OC(N(C)C)=S 7-Bromo-4-(dimethylcarbamothioyloxy)isochinolin